N-(4-bromo-2-methylphenyl)-4-(2-oxopropoxy)-1-(tetrahydro-2H-pyran-2-yl)-1H-pyrazole-5-carboxamide BrC1=CC(=C(C=C1)NC(=O)C1=C(C=NN1C1OCCCC1)OCC(C)=O)C